CC1=NC(=C2N1CCNC2)C=2C(=NC=CC2)OCC(F)(F)F 3-methyl-1-(2-(2,2,2-trifluoroethoxy)pyridin-3-yl)-5,6,7,8-tetrahydroimidazo[1,5-a]pyrazine